C(C(C)C)OC1(COC1)C1=CC=C(C=C1)C(=O)N1CCC(CC1)C1=CC=C(C=C1)C(F)(F)F (4-(3-isobutoxyoxetan-3-yl)phenyl)(4-(4-(trifluoromethyl)phenyl)piperidin-1-yl)methanone